2-amino-6-cyclopropyl-7-[2-(2,5-difluorophenyl)ethyl]-1-(5-methyl-1H-indazol-4-yl)pyrrolo[3,2-c]pyridine-3-carboxamide NC1=C(C=2C=NC(=C(C2N1C1=C2C=NNC2=CC=C1C)CCC1=C(C=CC(=C1)F)F)C1CC1)C(=O)N